2-fluoro-7H-pyrrolo[2,3-d]pyrimidin-4-amine FC=1N=C(C2=C(N1)NC=C2)N